BrC1=CC(=C(CCC2(COC(OC2)(C)C)NC(OC(C)(C)C)=O)C=C1)F tert-Butyl (5-(4-bromo-2-fluorophenethyl)-2,2-dimethyl-1,3-dioxan-5-yl)carbamate